(S)-methyl 2-(2,6-dichlorobenzamido)-3-(2-(3-(5-methoxypyridin-2-ylamino)benzamido)acetamido)propanoate ClC1=C(C(=O)N[C@H](C(=O)OC)CNC(CNC(C2=CC(=CC=C2)NC2=NC=C(C=C2)OC)=O)=O)C(=CC=C1)Cl